tert-butyl-3-[5-[3-cyano-6-(2-hydroxy-2-methylpropoxy)pyrazolo[1,5-a]pyridin-4-yl]-2-pyridyl]-3,6-diazabicyclo[3.1.1]heptane-6-carboxylate C(C)(C)(C)OC(=O)N1C2CN(CC1C2)C2=NC=C(C=C2)C=2C=1N(C=C(C2)OCC(C)(C)O)N=CC1C#N